C(#N)C1=CC=C(C=C1)C1=CC=C(C=C1)ON1N=NC(=C1)C(=O)O ((4'-cyano-[1,1'-biphenyl]-4-yl)oxy)-1H-1,2,3-triazole-4-carboxylic acid